C(C)(C)(C)OC(=O)N(C(C(=O)[O-])C(C)C)C 2-[tert-butoxycarbonyl(methyl)amino]-3-methyl-butanoate